indolinyl-acetic acid N1(CCC2=CC=CC=C12)CC(=O)O